N-(3-(1-cyclohexyl-1H-pyrazol-4-yl)-5-fluorobenzyl)-8-cyclopentyl-7H-purine-6-carboxamide C1(CCCCC1)N1N=CC(=C1)C=1C=C(CNC(=O)C2=C3NC(=NC3=NC=N2)C2CCCC2)C=C(C1)F